CN(C(=O)N(C)C)C1=CC=CC=C1 N-methylphenyl-N',N'-dimethylurea